1-[2-chloro-6-[6-[(6-methylpyridazin-3-yl)amino]benzimidazol-1-yl]-3-pyridyl]ethanone indium [In].ClC1=NC(=CC=C1C(C)=O)N1C=NC2=C1C=C(C=C2)NC=2N=NC(=CC2)C